tert-butyl 4-(difluoromethyl)-1H-pyrazole-1-carboxylate FC(C=1C=NN(C1)C(=O)OC(C)(C)C)F